4-[5-({[4-(Aminomethyl)phenyl]methyl}(methyl)amino)-1-(2,2-dimethylpropanoyl)-4-methoxy-1H-pyrazol-3-yl]-1-methansulfonylazetidin-2-on NCC1=CC=C(C=C1)CN(C1=C(C(=NN1C(C(C)(C)C)=O)C1CC(N1S(=O)(=O)C)=O)OC)C